FC=1C=C2C(C=CNC2=CC1OCCO)=O 6-fluoro-7-(2-hydroxyethoxy)-1,4-dihydroquinolin-4-one